pentaerythritol tetrakis(3-tetradecyl thiopropionate) C(CCCCCCCCCCCCC)CCC(=S)OCC(COC(CCCCCCCCCCCCCCCC)=S)(COC(CCCCCCCCCCCCCCCC)=S)COC(CCCCCCCCCCCCCCCC)=S